(E)-2-hydroxy-3-((2-(4-(5-(methylamino)pyrazin-2-yl)but-1-en-3-yn-1-yl)thiazolo[5,4-b]pyridin-5-yl)oxy)propyl 4-methylbenzenesulfonate CC1=CC=C(C=C1)S(=O)(=O)OCC(COC1=CC=C2C(=N1)SC(=N2)\C=C\C#CC2=NC=C(N=C2)NC)O